C(#N)[C@H]1N(CSC1)C(CNC(=O)C1=CC=NC2=CC=C(C=C12)C1=COC=C1)=O (R)-N-(2-(4-cyanothiazolidin-3-yl)-2-oxoethyl)-6-(furan-3-yl)quinoline-4-carboxamide